CC1=CC=C(C=C1)S(=O)(=O)OC1=NC(=C(C=2C1=NC=C(N2)OC)F)OS(=O)(=O)C2=CC=C(C=C2)C 8-fluoro-2-methoxypyrido[3,4-b]pyrazine-5,7-diyl bis(4-methylbenzenesulfonate)